1-(3-(6-chloro-3-(4-(trifluoromethyl)phenyl)-1H-pyrazolo[3,4-b]pyrazin-1-yl)pyrrolidin-1-yl)prop-2-en-1-one ClC1=CN=C2C(=N1)N(N=C2C2=CC=C(C=C2)C(F)(F)F)C2CN(CC2)C(C=C)=O